2-(4-hydroxyphenyl)-N-methyl-2-oxazolinium triflate [O-]S(=O)(=O)C(F)(F)F.OC1=CC=C(C=C1)C=1OCC[N+]1C